NC=1C=CC(=NC1)C#N 5-aminopicolinonitrile